5-{2-[4-(3-Diethylamino-pyrrolidine-1-carbonyl)-phenylamino]-5-methyl-pyrimidin-4-ylamino}-3H-benzooxazol-2-one C(C)N(C1CN(CC1)C(=O)C1=CC=C(C=C1)NC1=NC=C(C(=N1)NC=1C=CC2=C(NC(O2)=O)C1)C)CC